2-(4-(4-nitro-2-(trifluoromethyl)benzyl)piperazin-1-yl)ethane-1-sulfonic acid [N+](=O)([O-])C1=CC(=C(CN2CCN(CC2)CCS(=O)(=O)O)C=C1)C(F)(F)F